FC1(CCC2=C1N=C(N=C2C=2C=CC1=C(C(CO1)NS(=O)(=O)C)C2)N2[C@H]([C@@H](C2)O)C)F N-(5-(7,7-difluoro-2-((2S,3R)-3-hydroxy-2-methylazetidin-1-yl)-6,7-dihydro-5H-cyclopenta[d]pyrimidin-4-yl)-2,3-dihydrobenzofuran-3-yl)methanesulfonamide